4-([1,1'-biphenyl]-4-yl)-6-bromodibenzo[b,d]thiophene C1(=CC=C(C=C1)C1=CC=CC2=C1SC1=C2C=CC=C1Br)C1=CC=CC=C1